CN1C=CN2N=CC(=C21)C(=O)N2CC1(C2)CC(C1)NC(=O)NC1=CC(=C(C=C1)OCCN1CCOCC1)C(F)(F)F 1-(2-(1-methyl-1H-imidazo[1,2-b]pyrazole-7-carbonyl)-2-azaspiro[3.3]heptan-6-yl)-3-(4-(2-morpholinoethoxy)-3-(trifluoromethyl)phenyl)urea